2-ethyl-2-(2,5,8,11,14-pentafluoropentadecyl)propane-1,3-diol C(C)C(CO)(CO)CC(CCC(CCC(CCC(CCC(C)F)F)F)F)F